(S)-N-(5-(7-(2,6-difluoro-3,5-dimethoxyphenyl)-1,4,5,6,7,8-hexahydrocyclohepta[c]pyrazol-3-yl)-1H-pyrazol-4-yl)acrylamide FC1=C(C(=C(C=C1OC)OC)F)[C@H]1CCCC2=C(NN=C2C2=C(C=NN2)NC(C=C)=O)C1